C(C)P([O-])([O-])=O.[NH4+].[NH4+] Ammonium ethylphosphonate